(-)-3-(6-(2-methyl-1-(4'-(trifluoromethyl)biphenyl-4-yl)propylamino)nicotinamido)propanoic acid CC(C(C1=CC=C(C=C1)C1=CC=C(C=C1)C(F)(F)F)NC1=NC=C(C(=O)NCCC(=O)O)C=C1)C